(1R,2R,3aS,10aR)-2-hydroxy-1-[(1E,3ξ)-3-hydroxy-3-(1-phenylcyclopropyl)-1-propen-1-yl]-5-methyl-2,3,3a,9,10,10a-hexahydro-1H-benzo[b]cyclopenta[f]oxepin-6-carboxylic acid O[C@@H]1C[C@H]2[C@H](CCC3=C(O2)C(=C(C=C3)C(=O)O)C)[C@H]1\C=C\C(C1(CC1)C1=CC=CC=C1)O